FC1=C(C(=O)N2CCN(CC2)C(CN2CCC(CC2)OC2CCN(CC2)C(=O)C2=NC=C(C=C2NC(C)=O)C2=CC(=CC=C2)F)=O)C=C(C=C1)CC1=NNC(C2=CC=CC=C12)=O N-[2-[4-[[1-[2-[4-[2-fluoro-5-[(4-oxo-3H-phthalazin-1-yl)methyl]benzoyl]piperazin-1-yl]-2-oxo-ethyl]-4-piperidyl]oxy]piperidine-1-carbonyl]-5-(3-fluorophenyl)-3-pyridyl]acetamide